FC(F)(F)[Te]C(F)(F)F Trifluoromethyl Telluroether